4-(4-methoxypyrimidin-5-yl)benzoic acid COC1=NC=NC=C1C1=CC=C(C(=O)O)C=C1